N-(4-(4-((2,3-Dihydro-1H-inden-1-yl)(methyl)amino)-7H-pyrrolo[2,3-d]pyrimidin-6-yl)phenyl)methanesulfonamide C1(CCC2=CC=CC=C12)N(C=1C2=C(N=CN1)NC(=C2)C2=CC=C(C=C2)NS(=O)(=O)C)C